1-(4-fluorophenyl)-2-fluoro-4-benzoyl-11bH-pyrido[2,1-a]isoquinoline FC1=CC=C(C=C1)C1=C(C=C(N2C1C1=CC=CC=C1C=C2)C(C2=CC=CC=C2)=O)F